BrC1=CC=C(C2=C1OCCCO2)CO (9-bromo-3,4-dihydro-2H-benzo[B][1,4]dioxepin-6-yl)methanol